tert-butyl (4-(3-methyl-4-(methylcarbamoyl)benzoyl)phenyl)carbamate CC=1C=C(C(=O)C2=CC=C(C=C2)NC(OC(C)(C)C)=O)C=CC1C(NC)=O